3-(2,2-bis(1-ethyl-2-methylindole-3-yl)vinyl)-3-(4-diethylaminophenyl)-phthalide C(C)N1C(=C(C2=CC=CC=C12)C(=CC1(OC(=O)C2=CC=CC=C12)C1=CC=C(C=C1)N(CC)CC)C1=C(N(C2=CC=CC=C12)CC)C)C